FC1(C(C1)C1=CC=CC(=N1)C(=O)NC=1C(=C(C=2N(C1)C=CN2)F)C(C)(C)O)F 6-(6-(2,2-difluorocyclopropyl)picolinamido)-8-fluoro-7-(2-hydroxypropan-2-yl)imidazo(1,2-a)pyridine